O1CCC(CC1)C1=CSC=2N1C(C=CN2)=O 3-(tetrahydro-pyran-4-yl)-thiazolo[3,2-a]pyrimidin-5-one